tert-butyl (S)-2-(3-(4-(4-butylphenethyl)-3-(trifluoromethyl)phenyl)-1,2,4-oxadiazol-5-yl)pyrrolidine-1-carboxylate C(CCC)C1=CC=C(CCC2=C(C=C(C=C2)C2=NOC(=N2)[C@H]2N(CCC2)C(=O)OC(C)(C)C)C(F)(F)F)C=C1